C(C)(C)(C)OC(=O)N1[C@@H](COCC1)C=1C=C(C=C2CCN(CC12)C(=O)N1C2CC(C(C1)CC2)=O)Cl (3R)-3-[2-(2-oxo-5-azabicyclo[2.2.2]octane-5-carbonyl)-6-chloro-1,2,3,4-tetrahydroisoquinolin-8-yl]morpholine-4-carboxylic acid tert-butyl ester